(3E)-4-amino-4-ethoxy-1,1,1-trifluoro-3-buten-2-one N\C(=C/C(C(F)(F)F)=O)\OCC